tert-Butyl 4-[[2-[3-[methyl-(3-Methyl-1,2-benzoxazol-6-yl)carbamoyl]phenyl]-5-(trifluoromethyl) pyrazol-3-yl]oxymethyl]benzoate CN(C(=O)C=1C=C(C=CC1)N1N=C(C=C1OCC1=CC=C(C(=O)OC(C)(C)C)C=C1)C(F)(F)F)C1=CC2=C(C(=NO2)C)C=C1